[Si].[V].[Co].[Mn] manganese cobalt vanadium silicon